2-(3-methylphenyl)-6,7-dihydrooxazolo[5,4-d]pyrrolo[1,2-a]pyrimidin-9(5H)-one CC=1C=C(C=CC1)C=1OC=2N=C3N(C(C2N1)=O)CCC3